C(C)(C)(C)OC(=O)N(C1=CC(=NC=2N1N=CC2C(C)C)Cl)CC2CC1CCC(C2)N1C(=O)OC(C)(C)C tert-butyl 3-(((tert-butoxycarbonyl)(5-chloro-3-isopropylpyrazolo[1,5-a]pyrimidin-7-yl)amino)methyl)-8-azabicyclo[3.2.1]octane-8-carboxylate